bis{3-(dimethylamino)propyl}urea CN(CCCNC(NCCCN(C)C)=O)C